bis(β-cyclopropylpropyl) sulfide C1(CC1)C(CSCC(C)C1CC1)C